BrC=1C=C(C=CC1O)/C=C/C(=O)C1=CC=C(C=C1)C(\C=C\C1=CC(=C(C=C1)O)Br)=O (E)-3-(3-Bromo-4-hydroxyphenyl)-1-[4-[(E)-3-(3-bromo-4-hydroxyphenyl)prop-2-enoyl]phenyl]prop-2-en-1-one